(S,Z)-2-(3-hydroxymethyl-2,2-dimethylcyclobutylidene)propan-1-ol OC[C@@H]1C(\C(\C1)=C(/CO)\C)(C)C